8-methoxy-5-methyl-2-oxo-1,2-dihydroquinazolin COC=1C=CC(=C2C=NC(NC12)=O)C